3,5-bis-trifluoromethyl-4'-iodobiphenyl FC(C=1C=C(C=C(C1)C(F)(F)F)C1=CC=C(C=C1)I)(F)F